4-[(5-bromo-2-chloro-phenyl)methyl]phenol BrC=1C=CC(=C(C1)CC1=CC=C(C=C1)O)Cl